NC1=C(C=CC(=C1)NCC1=CC=C(C=C1)[N+](=O)[O-])NC(CCCCCC)=O N-(2-Amino-4-((4-nitrobenzyl)amino)phenyl)heptanamid